N1=CC=CC=2C1=NC1=C(C(N2)=O)C=CC=C1 6H-pyrido(2,3-b)(1,4)benzodiazepine-6-one